1,4-dibromo-2,3,5-trifluoro-6-trifluoromethylbenzene BrC1=C(C(=C(C(=C1C(F)(F)F)F)Br)F)F